NCCP([O-])([O-])=O [2-aminoethyl]phosphonate